1-(6-(4,4-difluoropiperidin-1-yl)-5-methylpyridin-3-yl)-1H-imidazole-4-carboxylic acid FC1(CCN(CC1)C1=C(C=C(C=N1)N1C=NC(=C1)C(=O)O)C)F